6-(3-isopropyl-5-(piperidin-4-yl)-1H-indol-2-yl)-8-(trifluoromethyl)imidazo[1,2-a]pyridine C(C)(C)C1=C(NC2=CC=C(C=C12)C1CCNCC1)C=1C=C(C=2N(C1)C=CN2)C(F)(F)F